REL-format C(=O)[O-]